OC1=C(C=NN1C1=NC=C(C(=O)O)C=C1)C=1C=NC(=CC1)OC 6-(5-Hydroxy-4-(6-methoxypyridin-3-yl)-1H-pyrazol-1-yl)nicotinic acid